dimethoxytitanium dibromide [Br-].[Br-].CO[Ti+2]OC